(2R,3S,5R)-5-(6-amino-2-fluoro-9H-purin-9-yl)-2-(hydroxymethyl)-2-((E)-3-hydroxyprop-1-en-1-yl)tetrahydrofuran-3-ol NC1=C2N=CN(C2=NC(=N1)F)[C@H]1C[C@@H]([C@@](O1)(\C=C\CO)CO)O